tert-butyl (2-((5,6-dimethyl-6H-pyrido[4,3-b]carbazol-9-yl)oxy)ethyl)carbamate CC1=C2C(=CC=3C=4C=C(C=CC4N(C13)C)OCCNC(OC(C)(C)C)=O)C=NC=C2